C(C)(=O)NC1=C2C(=CNC2=CC(=C1)F)CCNC(C)=O N-[2-(4-acetamido-6-fluoro-1H-indol-3-yl)ethyl]acetamide